C(C)(=O)OCC1=CC=C[C@@H]([C@@H]1O)O ((5S,6R)-5,6-dihydroxycyclohexa-1,3-dienyl)methyl acetate